N2-(3-chloropyridin-4-yl)pyridine-2,3-diamine ClC=1C=NC=CC1NC1=NC=CC=C1N